6-[[5-[5-(2-hydroxy-2-methyl-propoxy)-2-methyl-4-pyridyl]pyrazolo[1,5-a]pyridin-2-yl]amino]-N-(2,2,2-trifluoroethyl)-4-(trifluoromethyl)pyridine-3-carboxamide OC(COC=1C(=CC(=NC1)C)C1=CC=2N(C=C1)N=C(C2)NC2=CC(=C(C=N2)C(=O)NCC(F)(F)F)C(F)(F)F)(C)C